C(C=1CC[C@H]([C@@H](C1)C=1C(=CC(=CC1O)CCC)O)C(=C)C)([2H])([2H])[2H] (1'R,2'R)-5'-(methyl-d3)-2'-(prop-1-en-2-yl)-4-propyl-1',2',3',4'-tetrahydro-[1,1'-biphenyl]-2,6-diol